COC(NC1=CC(=C(C=C1)N1N=C(C2=CC=CC=C12)[C@H](CC=C)NC(=O)OC(C)(C)C)[N+](=O)[O-])=O (S)-(4-(3-(1-(tert-butoxycarbonylamino)but-3-en-1-yl)-1H-indazol-1-yl)-3-nitroPhenyl)carbamic acid methyl ester